o-hydroxycinnamamide OC1=C(C=CC(=O)N)C=CC=C1